C(C)(=O)C1=C(C2=C(N=C(N=C2)NC2=CC=C(C=N2)N2CCN(CC2)C2CCN(CC2)C(=O)[O-])N(C1=O)C1CCCC1)C 4-(4-(6-((6-acetyl-8-cyclopentyl-5-methyl-7-oxo-7,8-dihydropyrido[2,3-d]pyrimidin-2-yl)amino)pyridin-3-yl)piperazin-1-yl)piperidine-1-carboxylate